tert-butyl ((3S,4S)-8-(5-mercaptopyrazin-2-yl)-3-methyl-2-oxa-8-azaspiro[4.5]decan-4-yl)carbamate SC=1N=CC(=NC1)N1CCC2([C@@H]([C@@H](OC2)C)NC(OC(C)(C)C)=O)CC1